N-methylthiomorpholine-4-sulfonamide CNS(=O)(=O)N1CCSCC1